5-(nonanoyloxy)-4-((nonanoyloxy)methyl)pentanoic acid C(CCCCCCCC)(=O)OCC(CCC(=O)O)COC(CCCCCCCC)=O